F[P-](F)(F)(F)(F)F.C(C)ON1C=[N+](C=C1)OCC 1,3-diethoxyimidazolium hexafluorophosphate